5-[bis(4-methoxybenzyl)aminocarbonyloxyethoxy]dimethylaminobenzene COC1=CC=C(CN(C(=O)OCCOC=2C=CC=C(C2)N(C)C)CC2=CC=C(C=C2)OC)C=C1